(R)-2-(4,4-difluoroazepan-1-yl)-4-methyl-N-(3-(S-methylsulfonimidoyl)phenyl)-5-(prop-1-yn-1-yl)nicotinamide FC1(CCN(CCC1)C1=C(C(=O)NC2=CC(=CC=C2)[S@@](=O)(=N)C)C(=C(C=N1)C#CC)C)F